The molecule is a monomethoxybenzene that is 6-methoxyphenol substituted by a (all-trans)-hexaprenyl group at position 2. It has a role as a Saccharomyces cerevisiae metabolite and a mouse metabolite. CC(=CCC/C(=C/CC/C(=C/CC/C(=C/CC/C(=C/CC/C(=C/CC1=C(C(=CC=C1)OC)O)/C)/C)/C)/C)/C)C